C(#N)C1=CC=CC(=N1)NC1=C(C(=NN1)C1=CC=C(C=C1)NS(=O)(=O)CC(F)(F)F)C(=O)N 5-[(6-cyanopyridin-2-yl)amino]-3-[4-(2,2,2-trifluoroethanesulfonamido)phenyl]-1H-pyrazole-4-carboxamide